C(C1=CC=CC=C1)(=O)OC(C(C)C)(CC(CC)OC(C1=CC=CC=C1)=O)C 2,3-dimethyl-3,5-heptanediol dibenzoate